6,7-dichloro-1H-indole-2-carbonitrile ClC1=CC=C2C=C(NC2=C1Cl)C#N